FC(S(=O)(=O)[O-])(F)F.FS(=O)(=O)N1C(=[N+](C=C1)C)C 1-(fluorosulfuryl)-2,3-dimethyl-1H-imidazol-3-ium trifluoromethansulfonate